N-palmitoyl-sarcosine C(CCCCCCCCCCCCCCC)(=O)N(C)CC(=O)O